[C@@H]12NC(C(CC1)C2)C#N |r| (R/S)-exo-2-azabicyclo[2.2.1]heptane-3-carbonitrile